FC(C(=O)O)(F)F.C1(=CC=CC2=CC=CC=C12)C(C)NC(C1=CC=CC=C1)=O N-(1-(naphthalen-1-yl)ethyl)benzamide 2,2,2-trifluoroacetate